4,6-dibenzyl-2-(methylthio)-4H-thiazolo[5',4':4,5]Pyrrolo[2,3-d]Pyridazin-5(6H)-one C(C1=CC=CC=C1)N1C2=C(C3=C1C(N(N=C3)CC3=CC=CC=C3)=O)SC(=N2)SC